6-((5-(5-fluoropyridin-2-yl)oxazol-2-yl)amino)-N'-hydroxypyridazine-3-carboximidamide FC=1C=CC(=NC1)C1=CN=C(O1)NC1=CC=C(N=N1)C(N)=NO